CS(=O)(=O)CCCN1N=C2C=CC(=CC2=C1)OC 2-(3-methanesulfonylpropyl)-5-methoxy-2H-indazole